S(=O)(=O)(C1=CC=C(C=C1)Cl)C1=CC=C(C=C1)Cl 1,1'-sulfonylbis(4-chlorobenzene)